7-nitro-1H-benzo[d][1,3]oxazine-2,4-dione [N+](=O)([O-])C=1C=CC2=C(NC(OC2=O)=O)C1